FC=1C=C(C=CC1OC1=CC(=NC2=CC(=C(C=C12)OC)OC)NC)NC(=O)C1(CC1)C(=O)NC1=CC=C(C=C1)F N-(3-Fluoro-4-{[2-(methylamino)-6,7-bis(methyloxy)chinolin-4-yl]oxy}phenyl)-N'-(4-fluorophenyl)cyclopropan-1,1-dicarboxamid